C[C@]1(C(N(CC1)C=1C=2N(N=CC1)C=C(C2)C=2C=NN(C2)C)=O)C#N (3R)-3-methyl-1-[6-(1-methylpyrazol-4-yl)pyrrolo[1,2-b]pyridazin-4-yl]-2-oxopyrrolidine-3-carbonitrile